1-allyl-2,3-dimethylimidazolium chloride [Cl-].C(C=C)N1C(=[N+](C=C1)C)C